3-[(5S)-3-bromo-4,5-dihydroisoxazol-5-yl]-N-methyl-4-[3-(trifluoromethyl)anilino]benzenesulfonamide BrC1=NO[C@@H](C1)C=1C=C(C=CC1NC1=CC(=CC=C1)C(F)(F)F)S(=O)(=O)NC